C(C)N1C(=NN(C1=O)C1=NC=2C(=CN(C(C2C=C1F)=O)C1=C(C=CC=C1)C)C(=C)C)CO 2-(4-Ethyl-3-(hydroxymethyl)-5-oxo-4,5-dihydro-1H-1,2,4-triazol-1-yl)-3-Fluoro-8-(prop-1-en-2-yl)-6-(o-tolyl)-1,6-naphthyridin-5(6H)-one